(+/-)-5-Methyl-8-((3R,4S)-3-methyl-4-(4-(trifluoromethyl)phenoxy)piperidin-1-yl)-6-oxo-5,6-dihydro-1,5-naphthyridin-2-carbonitril CN1C=2C=CC(=NC2C(=CC1=O)N1C[C@H]([C@H](CC1)OC1=CC=C(C=C1)C(F)(F)F)C)C#N |r|